[Cl-].C(C(=C)C)(=O)NCCC[N+](CCCCCCCCCCCC)(C)C N-methacrylamidopropyl-N,N-dimethyl-N-dodecylammonium chloride